OC[C@H]1[C@@H](C1)C(=O)NC=1C=C2C(=CN1)N(C(=C2)C2=C(C=CC=C2)OC)C trans-2-(hydroxymethyl)-N-(2-(2-methoxyphenyl)-1-methyl-1H-pyrrolo[2,3-c]pyridin-5-yl)cyclopropane-1-carboxamide